ClC=1C=2C(=N[C@H](C3=NN=C(N3C2C=NC1C(F)(F)F)C)C)C1=C(C=CC=C1F)Cl (7S)-11-chloro-9-(2-chloro-6-fluoro-phenyl)-3,7-dimethyl-12-(trifluoromethyl)-2,4,5,8,13-pentazatricyclo[8.4.0.02,6]tetradeca-1(10),3,5,8,11,13-hexaene